(R)-4-((1-(3-Amino-5-(trifluoromethyl)phenyl)ethyl)amino)-6-(4-methyl-3-oxopiperazin-1-yl)phthalazine-1(2H)-one NC=1C=C(C=C(C1)C(F)(F)F)[C@@H](C)NC1=NNC(C2=CC=C(C=C12)N1CC(N(CC1)C)=O)=O